1-(4-(Trifluoromethyl)phenyl)ethan-1-ol FC(C1=CC=C(C=C1)C(C)O)(F)F